(3S)-3-ethyl-3-[5-[2-[4-(pentafluoro-lambda6-sulfanyl)anilino]-3-pyridyl]-1,3,4-oxadiazol-2-yl]pyrrolidin-2-one C(C)[C@@]1(C(NCC1)=O)C=1OC(=NN1)C=1C(=NC=CC1)NC1=CC=C(C=C1)S(F)(F)(F)(F)F